OC1=CC=2N(C=C1)C(=C(N2)C=2C=NC=CC2)/C=C/C(=O)N2CC1=CC=CC=C1C2 (E)-3-(7-hydroxy-2-(pyridin-3-yl)imidazo[1,2-a]pyridin-3-yl)-1-(isoindolin-2-yl)prop-2-en-1-one